N1(CCC1)C1=CC=C2C3(CC=4C(=NOC4C2=C1)NS(=O)(=O)C=1C(=NC=CC1OC)OC)C(C3)C N-(8'-(azetidin-1-yl)-2-methyl-4'H-spiro[cyclopropane-1,5'-naphtho[2,1-d]isoxazol]-3'-yl)-2,4-dimethoxypyridine-3-sulfonamide